C(C)(C)(C)OC(NC1=CC(=NC=C1C1=NN(C=C1)C)Cl)=O (2-Chloro-5-(1-methyl-1H-pyrazol-3-yl)pyridin-4-yl)carbamic acid tert-butyl ester